C(=O)O.ClC1=C(C=CC=C1)C1(OC2=C(O1)C=CC=C2C2CCN(CC2)CC2=NC1=C(N2CCOC)C=C(C=C1)C(=O)O)C 2-({4-[2-(2-chlorophenyl)-2-methyl-1,3-benzodioxol-4-yl]piperidin-1-yl}methyl)-1-(2-methoxyethyl)-1H-benzimidazole-6-carboxylic acid, formate salt